5-(4-((1H-indole-4-yl)methyl)piperazine-1-yl)-1-((5-(5-(difluoromethyl)-1,3,4-oxadiazole-2-yl)pyridine-2-yl)methyl)-6-fluoro-3-(oxetan-3-yl)-1,3-dihydro-2H-benzo[d]imidazole-2-one N1C=CC2=C(C=CC=C12)CN1CCN(CC1)C1=CC2=C(N(C(N2C2COC2)=O)CC2=NC=C(C=C2)C=2OC(=NN2)C(F)F)C=C1F